[Na].SC=1SC2=C(N1)C=CC=C2 2-Mercaptobenzothiazole, sodium salt